methyl 1-methyl-2-oxobicyclo[3.2.0]heptane-6-carboxylate CC12C(CCC2C(C1)C(=O)OC)=O